N=1NN=NC1C1=CC=C(C=C1C1=CC=C(C=C1)CN(C(CCCC)=O)C1(CCC(CC1)O)C(=O)O)C1=CC=CC=C1 (1S,4S)-1-(N-((6'-(2H-Tetrazol-5-yl)-[1,1':3',1''-terphenyl]-4-yl)methyl)pentanamido)-4-hydroxycyclohexanecarboxylic acid